3-((2-methoxynaphthalen-1-yl)methoxy)-N-(pyridin-3-yl)thiophene-2-carboxamide COC1=C(C2=CC=CC=C2C=C1)COC1=C(SC=C1)C(=O)NC=1C=NC=CC1